FC=1C=CC2=C(NC(=N2)C=2C=C(C=CC2)NC2=NC=C(C=C2)C2=NC=NC=C2)C1 N-[3-(6-fluoro-1H-benzo[d]imidazol-2-yl)phenyl]-5-(pyrimidin-4-yl)pyridin-2-amine